(R)-(1,3-Dimethylazetidin-3-yl)(4-isopropylphenyl)(5-(piperidin-4-ylmethoxy)pyridin-3-yl)methanol, hydrochloride Cl.CN1CC(C1)(C)[C@@](O)(C=1C=NC=C(C1)OCC1CCNCC1)C1=CC=C(C=C1)C(C)C